C(#N)C=1C=C(C=CC1F)N1N=CC(=C1)C(C(=O)NC1=CC(=NN1)C1CC1)C 2-(1-(3-cyano-4-fluorophenyl)-1H-pyrazol-4-yl)-N-(3-cyclopropyl-1H-pyrazol-5-yl)propanamide